C(CCCCCCC\C=C/CCCCCCCC)(=O)OCC(COC(C(CCCCCCCC)CCCCCC)=O)COC(CCCN1CCN(CC1)CCO)=O 3-((2-hexyldecanoyl)oxy)-2-(((4-(4-(2-hydroxyethyl)piperazin-1-yl)butanoyl)-oxy)methyl)propyl oleate